1-(4-(4-Fluoro-1H-pyrazol-1-yl)phenyl)ethan-1-one tert-butyl-(4R)-4-(1-hydroxy-1-(1H-indol-7-yl)ethyl)-2,2-dimethyloxazolidine-3-carboxylate C(C)(C)(C)OC(=O)N1C(OC[C@@H]1C(C)(C=1C=CC=C2C=CNC12)O)(C)C.FC=1C=NN(C1)C1=CC=C(C=C1)C(C)=O